C(C)OC(\C=C\C1=C(C(=CC=C1OCOCC[Si](C)(C)C)Cl)Cl)=O (2E)-3-(2,3-dichloro-6-[[2-(trimethylsilyl)ethoxy]methoxy]phenyl)prop-2-enoic acid ethyl ester